(2S,6S)-6-((4-bromophenoxy)methyl)-2-(2-fluoroethyl)-2-methyl-1,4-dioxan BrC1=CC=C(OC[C@@H]2COC[C@](O2)(C)CCF)C=C1